(3r,4r)-1-(1-((1S)-1-(2,5-difluorophenyl)ethyl)-5,6-difluoro-1H-benzoimidazol-2-yl)-4-fluoro-3-piperidinamine FC1=C(C=C(C=C1)F)[C@H](C)N1C(=NC2=C1C=C(C(=C2)F)F)N2C[C@H]([C@@H](CC2)F)N